N-[(2-aminoquinolin-7-yl)methyl]-N-(2-methanesulfonylphenyl)-1-methyl-1H-pyrazole-4-carboxamide NC1=NC2=CC(=CC=C2C=C1)CN(C(=O)C=1C=NN(C1)C)C1=C(C=CC=C1)S(=O)(=O)C